7-methylpentadecanyl-succinic anhydride CC(CCCCCCC1C(=O)OC(C1)=O)CCCCCCCC